COC1=CC=C(CN2C(C=3CC(CNC3C=C2)C(=O)OC)=O)C=C1 methyl 6-(4-methoxybenzyl)-5-oxo-1,2,3,4,5,6-hexahydro-1,6-naphthyridine-3-carboxylate